CC=1C=CC(=C(C1)C=1C(=C(C(=CC1O)CCCCC)S(=O)(=O)N1CCOCC1)O)C(=C)C 5'-methyl-3-(morpholinosulfonyl)-4-pentyl-2'-(prop-1-en-2-yl)-[1,1'-biphenyl]-2,6-diol